C(CC)(=O)N1CC(C1)=O 1-propionylazetidin-3-one